BrC1=CC=C(C=C1)[C@@H]1CO[C@H](CN1C(=O)OC(C)(C)C)CC tert-Butyl (2S,5R)-5-(4-bromophenyl)-2-ethylmorpholine-4-carboxylate